CN1C(N(C2=C1C=C(C=C2)C2CCNCC2)[C@H]2C(NC(CC2)=O)=O)=O (3R)-3-[3-methyl-2-oxo-5-(4-piperidyl)benzimidazol-1-yl]piperidine-2,6-dione